[N+](=O)([O-])C1=C(OCC2NC(OC2)=O)C=CC=C1 (E)-4-(2-nitrophenoxymethyl)-2-oxazolidinone